N-[4-[[2-[4-[4-[(4R)-4-amino-2-oxo-pyrrolidin-1-yl]phenyl]sulfonylpiperazin-1-yl]-6-methyl-pyrimidin-4-yl]-difluoro-methyl]cyclohexyl]-4-[bis(3-aminopropyl)amino]butanamide N[C@@H]1CC(N(C1)C1=CC=C(C=C1)S(=O)(=O)N1CCN(CC1)C1=NC(=CC(=N1)C(C1CCC(CC1)NC(CCCN(CCCN)CCCN)=O)(F)F)C)=O